4-(3,8-diazabicyclo[3.2.1]octan-3-yl)-8-(2,4-dimethoxybenzyl)-5-(2-hydroxyethyl)-5,8-dihydropteridin-7(6H)-one C12CN(CC(CC1)N2)C2=NC=NC=1N(C(CN(C21)CCO)=O)CC2=C(C=C(C=C2)OC)OC